Methyl thiophene-2-carboxylate S1C(=CC=C1)C(=O)OC